CC1=CC(=NN1)NC=1N=C(C2=C(N1)OCCC2)NC2CC1CCC(C2)N1CCC#N 3-((3-exo)-3-((2-((5-methyl-1H-pyrazol-3-yl)amino)-6,7-dihydro-5H-pyrano[2,3-d]pyrimidin-4-yl)amino)-8-azabicyclo[3.2.1]oct-8-yl)propionitrile